2,3-dimethoxy-5-(5,7-dihydroxy-6,8-dimethoxy-4-oxo-4H-chromen-2-yl)phenolate COC1=C(C=C(C=C1OC)C=1OC2=C(C(=C(C(=C2C(C1)=O)O)OC)O)OC)[O-]